FC=1C(=CC(=NC1)C(=O)O)NC1=CC=CC=C1 5-Fluoro-4-(phenylamino)pyridine-2-carboxylic acid